2-(hydroxymethyl)hexahydrocyclopenta[b]Pyrrole-1(2H)-carboxylic acid methyl ester COC(=O)N1C2C(CC1CO)CCC2